FC1=CC(=NC(=C1)C=1C=NN2C1C=CC=C2)N2C[C@@H](N([C@@H](C2)C)C(=O)OC(C)(C)C)C tert-butyl (2S,6R)-4-(4-fluoro-6-(pyrazolo[1,5-a]pyridin-3-yl)pyridin-2-yl)-2,6-dimethylpiperazine-1-carboxylate